COC(=O)C1=NC=CC(=C1)NC(=O)[C@@H]1O[C@]([C@H]([C@H]1C1=C(C(=C(C=C1)F)F)OC(C)C)C)(C(F)(F)F)C |r| rac-(2r,3s,4s,5r)-4-[[3-(3,4-difluoro-2-isopropoxy-phenyl)-4,5-dimethyl-5-(trifluoromethyl)tetrahydrofuran-2-carbonyl]amino]pyridine-2-carboxylic acid methyl ester